O1CCN(CC1)C1=CC=C(C=N1)CC(\C(\C)=N\NC(NCC)=S)=NNC(NCC)=S (E)-2,2'-(1-(6-morpholinopyridin-3-yl)butane-2,3-diylidene)bis(N-ethylhydrazine-1-carbothioamide)